COC(C1=CC(=CC(=C1)OCCCCCCCCCCCCC)O)=O.ClC1=CC=2N(C=C1)C=NC2C(C(=O)N)OC 2-(7-chloro-imidazo[1,5-a]pyridin-1-yl)-2-methoxyacetamide methyl-3-hydroxy-5-(tridecyloxy)benzoate